C1(CC1)N1N=CC2=C1C(=NN(C2=O)CC(=O)N[C@@H](C)C2=CC=C(C=C2)C)C (S)-2-(1-cyclopropyl-7-methyl-4-oxo-1,4-dihydro-5H-pyrazolo[3,4-d]pyridazin-5-yl)-N-(1-(p-tolyl)ethyl)acetamide